4-(2,5-dioxotetrahydrofuran-3-yl)-tetralin-1,2-dicarboxylic anhydride O=C1OC(CC1C1CC2C(C3=CC=CC=C13)C(=O)OC2=O)=O